N-[(1S)-1-(dicyclohexylmethyl)-2-[[5-(5-ethyl-3-methyl-1H-pyrazol-4-yl)-6-fluoro-2-pyridinyl]amino]-2-oxo-ethyl]-2-(3-methylsulfinylpropyl)pyrazole-3-carboxamide C1(CCCCC1)C([C@@H](C(=O)NC1=NC(=C(C=C1)C=1C(=NNC1CC)C)F)NC(=O)C=1N(N=CC1)CCCS(=O)C)C1CCCCC1